CC1=C(C(=O)OOC(C2=C(C(=CC=C2)C)C)=O)C=CC=C1C bis(2,3-dimethylbenzoyl) peroxide